CC1(C[C@@H](C[C@H]1OCCCCC1=NC=2NCCCC2C=C1)N([C@H](C(=O)O)C=1C=C(C=C2CCO[C@H](C12)C)C)C)C (S)-2-(((1S,4R)-3,3-dimethyl-4-(4-(5,6,7,8-tetrahydro-1,8-naphthyridin-2-yl)butoxy)cyclopentyl)(methyl)amino)-2-((S)-1,6-dimethylisochroman-8-yl)acetic acid